C(C1=CC=CC=C1)OCCC1(CCCC=2C=CC=NC12)C(=O)[O-] 8-(2-(Benzyloxy)ethyl)-5,6,7,8-tetrahydroquinoline-8-carboxylate